ClC=1C=C(CN2C(N(C=3N=C(N(C3C2=O)C)N[C@H]2C[C@H](CCC2)C(=O)OC)C)=O)C=CC1Cl (1S,3R)-Methyl 3-(1-(3,4-dichlorobenzyl)-3,7-dimethyl-2,6-dioxo-2,3,6,7-tetrahydro-1H-purin-8-ylamino)cyclohexanecarboxylate